C(N)(=O)NCCC[C@@H](C(=O)OC)NC([C@H](C(C)C)NC(CCCCCN1C(C=CC1=O)=O)=O)=O methyl (2S)-5-(carbamoylamino)-2-[(2S)-2-[6-(2,5-dioxo-2,5-dihydro-1H-pyrrol-1-yl)hexanamido]-3-methylbutanamido]pentanoate